Bis(2-hydroxyethyl)acetamide OCCC(C(=O)N)CCO